FC(CO)(C(C(F)F)(F)F)F 2,2,3,3,4,4-Hexafluoro-1-butanol